FC=1C(=C(C#N)C=CC1)C1=CC(=C2C(=N1)CNC2=O)C2=NN1C(NCC(C1)O)=C2 3-fluoro-2-(4-(6-hydroxy-4,5,6,7-tetrahydropyrazolo[1,5-a]pyrimidin-2-yl)-5-oxo-6,7-dihydro-5H-pyrrolo[3,4-b]pyridin-2-yl)benzonitrile